(E)-1-Morpholino-4-((R)-3-((5-((Z)-4,4,4-trifluoro-1-(3-fluoro-1H-indazol-5-yl)-2-phenylbut-1-en-1-yl)pyridin-2-yl)oxy)piperidin-1-yl)but-2-en-1-one O1CCN(CC1)C(\C=C\CN1C[C@@H](CCC1)OC1=NC=C(C=C1)\C(=C(\CC(F)(F)F)/C1=CC=CC=C1)\C=1C=C2C(=NNC2=CC1)F)=O